C(C)C=1N=C(C2=C(N1)SC(=C2)C)NCCNC2=CC=CC=C2 N1-(2-ethyl-6-methylthieno[2,3-d]pyrimidin-4-yl)-N2-phenylethane-1,2-diamine